O1C(=CC2=C1C=CC=C2)C=2C=C1C3C(C(OC1=CC2CCCCC)(C)C)CCC(=C3)C 2-(benzofuran-2-yl)-6,6,9-trimethyl-3-pentyl-6a,7,8,10a-tetrahydro-6H-benzo[c]chromen